oxopropionate O=C(C(=O)[O-])C